3-chloro-1-[(cyanomethyl)amino]-6-{[6-(2,2-difluoroethoxy)-2-methylpyridin-3-yl]methyl}-5-methyl-7,8-dihydro-5H-2,6-naphthyridine-4-carbonitrile ClC=1N=C(C=2CCN(C(C2C1C#N)C)CC=1C(=NC(=CC1)OCC(F)F)C)NCC#N